2z-deoxycytidine [C@@H]1(C[C@H](O)[C@@H](CO)O1)N1C(=O)N=C(N)C=C1